F[C@H]1CN(CC[C@H]1NC=1C=2N(C=CC1)C(=C(N2)C#CCNC2=C(C=C(C=C2)S(=O)(=O)C)OC)C=C)CCOC N-((3S,4R)-3-fluoro-1-(2-methoxyethyl)piperidin-4-yl)-2-(3-((2-methoxy-4-(methylsulfonyl)phenyl)amino)prop-1-yn-1-yl)-3-vinylimidazo[1,2-a]pyridin-8-amine